CC(C(=O)NC1=CC(=NC=C1)C)(CCCC)C dimethyl-N-(2-methylpyridin-4-yl)hexanamide